COC(=O)C=1SC(=C(N1)C)OC1=C(C=C(C=C1)N1N=CNC1=O)F 5-(2-fluoro-4-(5-oxo-4,5-dihydro-1H-1,2,4-triazol-1-yl)phenoxy)-4-methylthiazole-2-carboxylic acid methyl ester